Diaminopyrazine NC=1C(=NC=CN1)N